Tridecyl (2S)-2-(((((2R,3S,5R)-5-(6-amino-2-fluoro-9H-purin-9-yl)-2-ethynyl-3-hydroxytetra-hydrofuran-2-yl)methoxy)-(phenoxy)phosphoryl)-amino)-3-(3,5-difluoro-phenyl)propanoate NC1=C2N=CN(C2=NC(=N1)F)[C@H]1C[C@@H]([C@@](O1)(C#C)COP(=O)(OC1=CC=CC=C1)N[C@H](C(=O)OCCCCCCCCCCCCC)CC1=CC(=CC(=C1)F)F)O